2-(Tert-butyl)-N-(4-methyl-3-(8-morpholinoimidazo[1,2-a]pyridin-6-yl)phenyl)thiazole-5-carboxamide C(C)(C)(C)C=1SC(=CN1)C(=O)NC1=CC(=C(C=C1)C)C=1C=C(C=2N(C1)C=CN2)N2CCOCC2